COCCOC=1C=C(C=CC1OC1=CC=CC=C1)NC(=O)NC1=CC(=CC=C1)C 1-[3-(2-methoxyethoxy)-4-phenoxyphenyl]-3-(3-methylphenyl)urea